ClC1=NC=CC(=C1)NC1=NC=C(C(=N1)NCC=1C(=NC=CC1)N(S(=O)(=O)C)C)C(F)(F)F N-{3-[({2-[(2-chloropyridin-4-yl)amino]-5-(trifluoromethyl)pyrimidin-4-yl}amino)methyl]pyridin-2-yl}-N-methylmethane-sulfonamide